2-(pyridin-3-yl)-2,3,3a,4,10,10a-hexahydro-1H,7H-dipyrrolo[3,4-b:3',4'-f][1,4,5]oxathiazocine-8-carboxamide N1=CC(=CC=C1)N1CC2NSC=3C(OCC2C1)=C(NC3)C(=O)N